FC1=CC=C(C=C1)C1=NN2C(CNCC2)=C1C1=CC(=NC=C1)NC(C(CC)C)=O N-(4-(2-(4-fluorophenyl)-4,5,6,7-tetrahydropyrazolo[1,5-a]pyrazin-3-yl)pyridin-2-yl)-2-methylbutanamide